N[C@H](C(=O)N[C@H]1CN(CC1)CCCC(=O)N1CCN(CC1)C=1C(=CC2=C(C(C=3NC4=CC(=CC=C4C3C2=O)C#N)(C)C)C1)CC)CCCC=1C(=NC=CC1)N (2S)-2-amino-5-(2-aminopyridin-3-yl)-N-[(3R)-1-[4-(4-{3-cyano-9-ethyl-6,6-dimethyl-11-oxo-5H,6H,11H-benzo[b]carbazol-8-yl}piperazin-1-yl)-4-oxobutyl]pyrrolidin-3-yl]pentanamide